ClC1=CC=C(C(=N1)C(=O)N)O[C@H](C)C=1C=C(C=C2C(C(=C(OC12)C1=CC=C2C=CN(C(C2=C1)=O)C)C)=O)C 6-Chloro-3-[(1R)-1-[3,6-dimethyl-2-(2-methyl-1-oxo-7-isoquinolyl)-4-oxo-chromen-8-yl]ethoxy]pyridine-2-carboxamide